(2-chloro-5-fluorophenyl)(7-Chloroimidazo[1,2-a]pyridin-8-yl)toluidine ClC1=C(C=C(C=C1)F)N(C=1C(=CC=CC1)C)C=1C=2N(C=CC1Cl)C=CN2